4-(2,6-bis(bis(2-methoxyethyl)amino)-8-(4-(1-methyl-1H-1,2,4-triazol-3-yl)piperazin-1-yl)pyrimido[5,4-d]pyrimidin-4-yl)-1-methylpiperazin-2-one COCCN(C=1N=C(C2=C(N1)C(=NC(=N2)N(CCOC)CCOC)N2CCN(CC2)C2=NN(C=N2)C)N2CC(N(CC2)C)=O)CCOC